1-benzyl-N-((1S,2R)-2-(2-hydroxyethyl)cyclopropyl)-N-methyl-2-oxo-1,2-dihydropyridine-3,5-dicarboxamide C(C1=CC=CC=C1)N1C(C(=CC(=C1)C(=O)N)C(=O)N(C)[C@@H]1[C@H](C1)CCO)=O